C(C)C(COC(\C(=C(/C(=O)OCC(CCC)CC)\C)\C)=O)CCC 2,3-dimethyl-maleic acid bis(2-ethylpentyl) ester